C1(CC1)(C=1O[C@H]2[C@@H](N1)C=1C=CC=CC1C2)C=2O[C@H]1[C@@H](N2)C=2C=CC=CC2C1 (3aS,3a'S,8aR,8a'R)-2,2'-cyclopropylidenebis[3a,8a-dihydro-8H-indeno[1,2-d]oxazole]